4-((2-fluoro-5-chlorobenzyl)amino)-2-((1-methyl-1H-pyrazol-4-yl)amino)pyrimidin-5-carboxamide FC1=C(CNC2=NC(=NC=C2C(=O)N)NC=2C=NN(C2)C)C=C(C=C1)Cl